O1CC(C1)CC(SCCOC1OCCCC1)=O S-(2-((tetrahydro-2H-pyran-2-yl)oxy)ethyl) 2-(oxetan-3-yl)ethanethioate